N-((1S,2R)-2-((4-cyclopropyl-2-(methylcarbamoyl)-6-nitrophenyl)amino)cyclohexyl)-5-methoxy-2-oxo-1,2-dihydroquinoline-4-carboxamide C1(CC1)C1=CC(=C(C(=C1)[N+](=O)[O-])N[C@H]1[C@H](CCCC1)NC(=O)C1=CC(NC2=CC=CC(=C12)OC)=O)C(NC)=O